ClC=1N=C(C=2OC[C@H](NC2N1)CC)Cl (R)-2,4-dichloro-7-ethyl-7,8-dihydro-6H-pyrimido[5,4-b][1,4]oxazine